3-(3-Methyl-5-{4-[3-(methylamino)propoxy]piperidin-1-yl}-2-oxo-1,3-benzodiazol-1-yl)piperidine-2,6-dione trifluoroacetate FC(C(=O)O)(F)F.CN1C(N(C2=C1C=C(C=C2)N2CCC(CC2)OCCCNC)C2C(NC(CC2)=O)=O)=O